4-fluorobenzyl-N-(5-methyl-4-oxo-7-(7-oxa-2-azaspiro[3.5]nonan-2-yl)-2,3,4,5-tetrahydrobenzo[b][1,4]oxazepin-3-yl)-1H-1,2,4-triazole-3-carboxamide FC1=CC=C(CN2N=C(N=C2)C(=O)NC2C(N(C3=C(OC2)C=CC(=C3)N3CC2(C3)CCOCC2)C)=O)C=C1